5-(3-chlorophenyl)-N-(3,4-dimethylbenzyl)-7H-pyrrolo[2,3-d]pyrimidin-4-amine ClC=1C=C(C=CC1)C1=CNC=2N=CN=C(C21)NCC2=CC(=C(C=C2)C)C